5-(((2-((7-fluoro-4-methyl-3-oxo-3,4-dihydropyrido[2,3-b]pyrazin-6-yl)oxy)ethyl)amino)methyl)-3-(3-oxo-3,4-dihydro-2H-pyrazino[2,3-b][1,4]thiazin-6-yl)oxazolidin-2-one FC1=CC2=C(N(C(C=N2)=O)C)N=C1OCCNCC1CN(C(O1)=O)C1=NC2=C(SCC(N2)=O)N=C1